(4-methoxyphenyl)-1-(3,4,5-trimethoxyphenyl)-1,3-dihydro-2H-imidazo[4,5-c]pyridin-2-one COC1=CC=C(C=C1)N1C(N(C2=C1C=NC=C2)C2=CC(=C(C(=C2)OC)OC)OC)=O